FC(OC1=C(C=C(C=O)C=C1)OCC1CC1)F 4-(difluoromethoxy)-3-(cyclopropylmethoxy)benzaldehyde